4-[methyl(3-piperazin-1-ylpropyl)amino]but-2-en-1-one CN(CC=CC=O)CCCN1CCNCC1